FC1=CC=2N(C=C1)C(=CN2)C2=C1CN(C(C1=C(C=C2)NC2=CC=C1C(=N2)CN(C12CCOCC2)C)=O)C(=O)OC(C)(C)C tert-butyl 4-(7-fluoroimidazo[1,2-a]pyridin-3-yl)-7-((6'-methyl-2,3,5,6,6',7'-hexahydrospiro[pyran-4,5'-pyrrolo[3,4-b]pyridin]-2'-yl) amino)-1-oxoisoindoline-2-carboxylate